C(C)(CC)C(C(=O)OC)C(C(=O)OC)C(C)CC dimethyl 2,3-di-sec-butylsuccinate